N-(4-methylpent-2-yl)-N-phenylbenzene-1,4-diamine CC(CC(C)N(C1=CC=C(C=C1)N)C1=CC=CC=C1)C